5-((3-(4-(1-(4-((2-acetylpyrimidin-4-yl)methoxy)phenyl)cyclobutyl)phenoxy)propyl)amino)-2-(2,6-dioxopiperidin-3-yl)isoindoline-1,3-dione C(C)(=O)C1=NC=CC(=N1)COC1=CC=C(C=C1)C1(CCC1)C1=CC=C(OCCCNC=2C=C3C(N(C(C3=CC2)=O)C2C(NC(CC2)=O)=O)=O)C=C1